17α-acetoxy-6-chloro-15β-hydroxy-2-oxa-4,6-pregnadien-3,20-dione C(C)(=O)O[C@]1(C(C)=O)C[C@H]([C@H]2[C@@H]3C=C(C4=CC(OC[C@]4(C)[C@H]3CC[C@]12C)=O)Cl)O